OCC1=C(C=CC=C1)C=1C=C2C(=CNC2=CC1)NC(=O)NC1=CC=C(C=C1)C(F)(F)F 1-(5-(2-(hydroxymethyl)phenyl)-1H-indol-3-yl)-3-(4-(trifluoromethyl)phenyl)urea